L-Fuconat O=C([C@@H](O)[C@H](O)[C@H](O)[C@@H](O)C)[O-]